FC12CN[C@@H](C2C1(C)C)CO ((2S)-5-fluoro-6,6-dimethyl-3-azabicyclo[3.1.0]hex-2-yl)methanol